OC1(CN(C1)C1=C(C#N)C=CC=C1)C 2-(3-hydroxy-3-methylazetidin-1-yl)benzonitrile